N,N-bis[(2,4-dimethoxyphenyl)methyl]-2-(ethoxymethyl)-6-methyl-1H-imidazo[4,5-c]pyridin-4-amine COC1=C(C=CC(=C1)OC)CN(C1=NC(=CC2=C1N=C(N2)COCC)C)CC2=C(C=C(C=C2)OC)OC